2-(4-chlorophenyl)-6-methyl-benzotriazol-5-amine ClC1=CC=C(C=C1)N1N=C2C(=N1)C=C(C(=C2)N)C